4-(p-toluenesulfonylmethoxy)-5-(difluoromethoxy)-1-methyl-3-(trifluoromethyl)-1H-pyrazole CC1=CC=C(C=C1)S(=O)(=O)COC=1C(=NN(C1OC(F)F)C)C(F)(F)F